C(CCCCCCC(=O)OCCCC)(=O)OCCCC dibutyl suberate